benzyl 4-[2-[(2,4-dimethoxyphenyl)methylamino]-8-[4-(4-methylpiperazin-1-yl)phenyl]-7-oxo-pyrido[2,3-d]pyrimidin-6-yl]-8-methyl-2,3-dihydroquinoxaline-1-carboxylate COC1=C(C=CC(=C1)OC)CNC=1N=CC2=C(N1)N(C(C(=C2)N2CCN(C1=C(C=CC=C21)C)C(=O)OCC2=CC=CC=C2)=O)C2=CC=C(C=C2)N2CCN(CC2)C